NC1=NNC2=C(C=C1)C=CC=C2 amino-benzo-diazepine